NC=1N=CN(C1C(=O)OCC)C ethyl 4-amino-1-methyl-1H-imidazole-5-carboxylate